iron zinc tin [Sn].[Zn].[Fe]